4-(trans-2-((cyclopropylmethyl)amino)-cyclopropyl)-N-(5-methyl-1,3,4-thiadiazol-2-yl)-2-naphthamide C1(CC1)CN[C@H]1[C@@H](C1)C1=CC(=CC2=CC=CC=C12)C(=O)NC=1SC(=NN1)C